N[C@H](CN1N=CC2=CC=C(C=C12)O)C (S)-1-(2-aminopropyl)-1H-indazol-6-ol